tert-butyl 4-(3,4-dichlorophenyl)-4-hydroxy-2-(hydroxymethyl)-pyrrolidine-1-carboxylate ClC=1C=C(C=CC1Cl)C1(CC(N(C1)C(=O)OC(C)(C)C)CO)O